2-[2-(6,6-dimethyl-1,4,5,7-tetrahydroindazol-3-yl)-1H-indol-6-yl]-2,8-diazaspiro[4.5]decan-1-one CC1(CCC=2C(=NNC2C1)C=1NC2=CC(=CC=C2C1)N1C(C2(CC1)CCNCC2)=O)C